FC1=C(OC/C=C/CCNC(=O)C2=CC3=CC=CC(=C3C=C2)C2=CC=C(C=C2)C(F)(F)F)C(=CC=C1)F N-[(E)-5-(2,6-difluorophenoxy)pent-3-enyl]-5-[4-(trifluoromethyl)phenyl]naphthalene-2-carboxamide